5-bromo-3-(4-fluorophenyl)-2,7-dimethylquinoxaline BrC1=C2N=C(C(=NC2=CC(=C1)C)C)C1=CC=C(C=C1)F